BrC1=CC(=C(C=C1)O)C(C#CC1=CSC=C1)N1CCCC1 4-bromo-2-(1-(pyrrolidin-1-yl)-3-(thiophen-3-yl)prop-2-yn-1-yl)phenol